COC1=CC=C(C=C1)C1=C(C2=C(S1)C=C(C=C2)C2=CC=CC=C2)C(=O)NC2=CC=NC=C2 2-(4-methoxyphenyl)-6-phenyl-N-(pyridin-4-yl)benzo[b]Thiophene-3-carboxamide